NC1=C(C=C(C=C1C(=O)N)C1=CC=C(C=C1)Cl)C1=CC=C(C=C1)NC(=S)N 4'-amino-4-chloro-4''-thioureido-[1,1':3',1''-terphenyl]-5'-carboxamide